heptadecan-9-yl 8-(((1-(2-hydroxyethyl)-1H-pyrazol-4-yl)methyl)(6-oxo-6-(undecyloxy)hexyl)amino)octanoate OCCN1N=CC(=C1)CN(CCCCCCCC(=O)OC(CCCCCCCC)CCCCCCCC)CCCCCC(OCCCCCCCCCCC)=O